7-Ethyl-5-(2-methylpiperazin-1-yl)-2,3-dihydro-1,4-benzodioxine C(C)C=1C=C(C2=C(OCCO2)C1)N1C(CNCC1)C